ClC1=NC=C(C(=C1)N1C[C@H]([C@@H](CC1)NC(OC(C)(C)C)=O)C)I tert-butyl N-[(3R,4R)-1-(2-chloro-5-iodo-4-pyridyl)-3-methyl-4-piperidyl]carbamate